tert-butyl 4-(6-(2-oxa-6-azaspiro[3.3]heptan-6-yl)pyrazolo[1,5-a]pyridin-3-yl)piperidine-1-carboxylate C1OCC12CN(C2)C=2C=CC=1N(C2)N=CC1C1CCN(CC1)C(=O)OC(C)(C)C